C(C)(C)(C)OC(=O)N(CC(=O)O)C N-(t-butoxycarbonyl)-N-methylglycine